Cl.C(C)N(C(C1=CC=C(C=C1)C(=C1CCNCC1)C1=CC=CC=C1)=O)CC N,N-Diethyl-4-(phenyl-4-piperidinylidenemethyl)-benzamide hydrochloride